S(=O)(C=1C=C(C=C(C1)F)F)C=1C=C(C=C(C1)F)F 5,5'-sulfinylbis(1,3-difluorobenzene)